C(=O)C=CC1=CC=C(C=C1)N (4-formylethenylphenyl)amine